N1N=CC=2C1=NC=C(C2)C#CC=2C=C(C(=O)NC1=CC=C3C(=NC=NC3=C1)N1CCOCC1)C=CC2C 3-((1H-pyrazolo[3,4-b]pyridin-5-yl)ethynyl)-4-methyl-N-(4-morpholinoquinazolin-7-yl)benzamide